C(C=C)(=O)N1CCN(CC1)CCCN1C2=C(N(C([C@H](CC1)NC1=C(C#N)C(=CC(=N1)C)C(F)(F)F)=O)C)C=CC(=C2)F (S)-2-((6-(3-(4-Acryloylpiperazin-1-yl)propyl)-8-fluoro-1-methyl-2-oxo-1,2,3,4,5,6-hexahydrobenzo[b][1,4]diazocin-3-yl)amino)-6-methyl-4-(trifluoromethyl)nicotinonitril